NC=1C2=C(N=CN1)N(C=C2C2=CC(=C(C=C2)NC(=O)NC2=CC(=C(C=C2)CN2CCN(CC2)C)OC(F)(F)F)F)C2CC2 1-(4-(4-amino-7-cyclopropyl-7H-pyrrolo[2,3-d]pyrimidin-5-yl)-2-fluorophenyl)-3-(4-((4-methylpiperazin-1-yl)methyl)-3-(trifluoromethoxy)phenyl)urea